BrC1=C(C=CC(=N1)C=1C=NN2C1N=C(C(=C2)OC)C2CC2)F 3-(6-bromo-5-fluoropyridin-2-yl)-5-cyclopropyl-6-methoxypyrazolo[1,5-a]pyrimidine